2-(1-acryloyl-4-(6-chloro-8-fluoro-7-(5-methyl-1H-indazol-4-yl)quinazolin-4-yl)piperazin-2-yl)acetonitrile C(C=C)(=O)N1C(CN(CC1)C1=NC=NC2=C(C(=C(C=C12)Cl)C1=C2C=NNC2=CC=C1C)F)CC#N